Methyl 3-chloro-6-methylpyridazine-4-carboxylate ClC=1N=NC(=CC1C(=O)OC)C